C(C1=CC=CC=C1)OC=1C(=C(C=CC1)O)OC (benzyloxy)-2-methoxyphenol